CCC(CC)N1N=CC(=C1)C=1C=2N(C=C(N1)C=1C=NN(C1)CC[C@H](CO)O)N=CC2 (R)-4-(4-(4-(1-(pentan-3-yl)-1H-pyrazol-4-yl)pyrazolo[1,5-a]pyrazin-6-yl)-1H-pyrazol-1-yl)butane-1,2-diol